1-(3-bromophenyl)pyrrolidin-3-amine BrC=1C=C(C=CC1)N1CC(CC1)N